(S)-methyl 1-((2-methylpyrrolidin-1-yl)methyl)cyclopropanecarboxylate C[C@@H]1N(CCC1)CC1(CC1)C(=O)OC